5,19-dichloro-11-fluoro-20-hydroxy-2,2-dioxo-15-oxa-2λ6,6-dithia-3,10-diazatetracyclo[15.3.1.14,7.08,13]docosa-1(21),4,7(22),8,10,12,17,19-octaen-16-one ClC1=C2NS(C=3C(=C(C=C(C(OCC4=CC(=NC=C4C(S1)=C2)F)=O)C3)Cl)O)(=O)=O